1,2-bis(hydroxy-ethyl)cyclohexane OCCC1C(CCCC1)CCO